(2-((4-(N,N-dimethylaminosulfonyl)phenyl)sulfonylamino)phenyl)phosphonic acid CN(S(=O)(=O)C1=CC=C(C=C1)S(=O)(=O)NC1=C(C=CC=C1)P(O)(O)=O)C